FC1(CCC1)C1=NOC(=N1)/C=C/C(=O)OCC (E)-ethyl 3-(3-(1-fluorocyclobutyl)-1,2,4-oxadiazol-5-yl)acrylate